NCC=1C=C(C=CC1)N1N=C(C=C1C(=O)NC1=CC(=CC=C1)C(C1=CC=CC=C1)Cl)C(F)(F)F 1-(3-(aminomethyl)phenyl)-N-(3-(chloro(phenyl)methyl)phenyl)-3-(trifluoromethyl)-1H-pyrazole-5-carboxamide